C(C1=CC=CC=C1)OC(=O)N1CCC2(CN(C=3C2=NC=CC3)S(=O)(=O)C3=CC=C(C=C3)C(F)F)CC1 [4-(difluoromethyl)benzenesulfonyl]-1',2'-dihydrospiro[piperidine-4,3'-pyrrolo[3,2-b]pyridine]-1-carboxylic acid benzyl ester